CC=1OC2=C(N1)C=C(C=C2N)C(C)SC2=NN=CN2C 2-methyl-5-[1-[(4-methyl-4H-1,2,4-triazol-3-yl)sulfanyl]ethyl]-1,3-benzoxazol-7-amine